CN1C(=CC(=C1C)S(=O)(=O)C1=CC=CC=C1)C(=O)OCC ethyl 1,5-dimethyl-4-(phenylsulfonyl)-1H-pyrrole-2-carboxylate